Racemic-1-(1-(7,8-difluoro-1-oxo-1,2-dihydroisoquinolin-4-yl)ethyl)-1-methyl-3-phenylurea FC1=CC=C2C(=CNC(C2=C1F)=O)[C@@H](C)N(C(=O)NC1=CC=CC=C1)C |r|